ClC=1C(=C(NC2=NC=NC3=CC(=C(C=C23)C2(CN(C2)C(=O)[O-])C)OC)C=CC1)F 3-[4-(3-chloro-2-fluoro-anilino)-7-methoxy-quinazolin-6-yl]-3-methyl-azetidine-1-carboxylate